(R)-1-Isopropyl-N'-((3-methyl-1,2,3,5,6,7-hexahydrodicyclopenta[b,e]pyridin-8-yl)carbamoyl)-1H-imidazole-4-sulfonimidamide C(C)(C)N1C=NC(=C1)[S@@](=O)(N)=NC(NC1=C2C(=NC3=C1CCC3)C(CC2)C)=O